3-sulfopropylacrylic acid potassium salt [K+].S(=O)(=O)([O-])CCCC(C(=O)[O-])=C.[K+]